methyl (2S)-3-hydroxy-2-methylpropionate OC[C@@H](C(=O)OC)C